O[C@@H](CCCCCCCC(=O)O)[C@@H](\C=C\[C@@H](CCCCC)O)O (9S,10R,13R,E)-9,10,13-trihydroxyoctadec-11-enoic acid